C(CC)S(=O)(=O)OC1=C(C=CC=C1)NC(=O)NC1=CC=C(C=C1)OS(=O)(=O)CCC N-[2-(1-propanesulfonyloxy)phenyl]-N'-[4-(1-propanesulfonyloxy)phenyl]urea